4-(2,2-difluorovinyl)-4'-(trifluoromethoxy)-1,1'-biphenyl FC(=CC1=CC=C(C=C1)C1=CC=C(C=C1)OC(F)(F)F)F